C1(CC1)N1N=CC(=C1)C=1C=C(C=CC1)N(C(=O)[C@@H]1CC[C@H](CC1)NC(=O)NC)C[C@@H]1CC[C@H](CC1)C1=CC(=C(C=C1)OC)C trans-N-(3-(1-Cyclopropyl-1H-pyrazol-4-yl)phenyl)-N-((trans-4-(4-methoxy-3-methylphenyl)cyclohexyl)methyl)-4-(3-methylureido)cyclohexanecarboxamide